C1(CC1)C=1C(=C2C=NC(=NN2C1[C@@H](C(F)(F)F)C)N[C@H]1[C@@H](CN(CC1)S(=O)(=O)C)F)F 6-cyclopropyl-5-fluoro-N-((3R,4R)-3-fluoro-1-(methylsulfonyl)piperidin-4-yl)-7-((S)-1,1,1-trifluoropropan-2-yl)pyrrolo[2,1-f][1,2,4]triazin-2-amine